(S)-4-(8-amino-3-(1-but-2-ynoylpyrrolidin-2-yl)imidazo[1,5-a]pyrazin-1-yl)-N-(thiazol-2-yl)benzamide NC=1C=2N(C=CN1)C(=NC2C2=CC=C(C(=O)NC=1SC=CN1)C=C2)[C@H]2N(CCC2)C(C#CC)=O